N-(1H-indol-3-yl)-3,3-dimethyl-2-carbonyl-1-(2-(thiophen-3-yl)ethyl)indoline-6-carboxamide N1C=C(C2=CC=CC=C12)NC(=O)C1=CC=C2C(C(N(C2=C1)CCC1=CSC=C1)=C=O)(C)C